3-methylthioindole-13C CSC1=[13CH]NC2=CC=CC=C12